OC1=C(C(N(C=C1)C)=O)C#N 4-hydroxy-1-methyl-2-oxo-1,2-dihydropyridine-3-carbonitrile